tert-butyl (S)-6-benzyl-8-(hydroxymethyl)-2,6-diazaspiro[3.4]octane-2-carboxylate C(C1=CC=CC=C1)N1CC2(CN(C2)C(=O)OC(C)(C)C)[C@@H](C1)CO